NCC1=CC=C(C=C1)CN 1,4-Bis(amino-methyl)benzol